C(C(C)(C)C)(=O)OCCCCCCCCCCCCC Tridecyl Neopentanoate